zinc isopropyl secondary-butyl dithiophosphate P(=S)(SC(C)C)(OC(C)CC)[O-].[Zn+2].C(C)(C)SP(=S)(OC(C)CC)[O-]